sodium (S)-3-(3-(1-methyl-4-oxido-2-oxo-1,2-dihydropyridin-3-yl)ureido)-3-(3-phenoxyphenyl)propanoate CN1C(C(=C(C=C1)[O-])NC(N[C@@H](CC(=O)[O-])C1=CC(=CC=C1)OC1=CC=CC=C1)=O)=O.[Na+].[Na+]